(2S,4R)-4-(4,4-difluoro-1-piperidyl)-1-(9H-fluoren-9-ylmethoxycarbonyl)pyrrolidine-2-carboxylic acid FC1(CCN(CC1)[C@@H]1C[C@H](N(C1)C(=O)OCC1C2=CC=CC=C2C=2C=CC=CC12)C(=O)O)F